COC(=O)C12CC(C1)(C2)C(=O)O 3-(methoxycarbonyl)bicyclo-[1.1.1]Pentane-1-carboxylic acid